4-(9H-fluoren-9-yl-methoxycarbonyl-amino)oxan-4-carboxylic acid C1=CC=CC=2C3=CC=CC=C3C(C12)N(C1(CCOCC1)C(=O)O)C(=O)OC